diphenyl-(4-methylphenyl)sulfonium trifluoromethanesulfonate FC(S(=O)(=O)[O-])(F)F.C1(=CC=CC=C1)[S+](C1=CC=C(C=C1)C)C1=CC=CC=C1